6,7-dichloro-2,3-dihydrobenzo[b][1,4]dioxin-2-carboxylic acid ClC1=CC2=C(OC(CO2)C(=O)O)C=C1Cl